(9H-fluoren-9-yl)methyl (S)-2-(chlorocarbonyl)pyrrolidine-1-carboxylate ClC(=O)[C@H]1N(CCC1)C(=O)OCC1C2=CC=CC=C2C=2C=CC=CC12